(R)-N-(2-(hydroxymethyl)-6-(4-(2-hydroxypropan-2-yl)piperidin-1-yl)-2-methyl-2,3-dihydrobenzofuran-5-yl)pyrazolo[1,5-a]pyrimidine-3-carboxamide OC[C@@]1(OC2=C(C1)C=C(C(=C2)N2CCC(CC2)C(C)(C)O)NC(=O)C=2C=NN1C2N=CC=C1)C